(S)-N-(4-fluoro-5-((3-((2-methylpyridin-4-yl)methyl)pyrrolidin-1-yl)methyl)thiazol-2-yl)acetamide FC=1N=C(SC1CN1C[C@H](CC1)CC1=CC(=NC=C1)C)NC(C)=O